FC1=C(C=C2CN(C(C2=C1)=O)C1C(NC(CC1)=O)=O)C1CCN(CC1)CC1=CC=C(C=C1)C(F)(F)F 3-(6-fluoro-1-oxo-5-(1-(4-(trifluoromethyl)benzyl)piperidin-4-yl)isoindolin-2-yl)piperidine-2,6-dione